C1(CC1)COC=1C=C(C=C(C1)C(F)(F)F)NC1=NC=C(C(=N1)NN1C(OC2=C1C=CC=C2)=O)C (2-(3-(cyclopropylmethoxy)-5-(trifluoromethyl)phenylamino)-5-methylpyrimidin-4-ylamino)benzo[d]oxazol-2(3H)-one